(Sa)-N-[6-(5-Chloro-1,3-benzoxazol-2-yl)spiro[3.3]heptan-2-yl]-5-[(S)-cyclopropylmethylsulfonimidoyl]furan-2-carboxamide ClC=1C=CC2=C(N=C(O2)C2CC3(CC(C3)NC(=O)C=3OC(=CC3)[S@](=O)(=N)CC3CC3)C2)C1